phosphinylimidazo[1,2-a]imidazole [PH2](=O)C1=NC=2N(C1)C=CN2